CC1=C(C=NC=C1)S(=O)(=O)C1=CC=C(C=C1)CNC(=O)C1=CC=2C(=CN=CC2)O1 N-{[4-(4-methylpyridine-3-sulfonyl)phenyl]methyl}furo[2,3-c]pyridine-2-carboxamide